4-[[(2-tert-butoxypyridin-3-yl)methyl]amino]-2-[(1-methyl-1H-pyrazol-4-yl)amino]pyrimidin C(C)(C)(C)OC1=NC=CC=C1CNC1=NC(=NC=C1)NC=1C=NN(C1)C